C(#N)C1CC2(C1)CC(N(CC2)CC2=C1C=CNC1=C(C=C2OC)C)C2=CC=C(C(=O)NCC1(CNC1)OC)C=C2 4-(2-cyano-7-((5-methoxy-7-methyl-1H-indol-4-yl)methyl)-7-azaspiro[3.5]nonan-6-yl)-N-((3-methoxyazetidin-3-yl)methyl)benzamide